C(C)(C)C1=NN(C(C2=CC=3C=CSC3N12)=O)CC(=O)NC=1C=NC(=CC1)C 2-(12-isopropyl-9-oxo-3-thia-1,10,11-triazatricyclo[6.4.0.02,6]dodeca-2(6),4,7,11-tetraen-10-yl)-N-(6-methyl-3-pyridyl)acetamide